benzyl (3R)-1-{[2-fluoro-2'-(4-methoxy-4-oxobutyl)-[1,1'-biphenyl]-3-yl]methyl}-3-methyl-7-oxo-9-oxa-2,6-diazaspiro[4.5]decane-2-carboxylate FC1=C(C=CC=C1CC1N([C@@H](CC12NC(COC2)=O)C)C(=O)OCC2=CC=CC=C2)C2=C(C=CC=C2)CCCC(=O)OC